1-[6-(4-fluoro-benzyl)-3,3-dimethyl-5-vinyl-2,3-dihydro-pyrrolo[3,2-b]pyridin-1-yl]-ethanone FC1=CC=C(CC=2C=C3C(=NC2C=C)C(CN3C(C)=O)(C)C)C=C1